C(C)(C)(C)C1(NC(NC1=O)=O)C1=CC=C(C(=O)O)C=C1 4-(4-tert-butyl-2,5-dioxoimidazolidin-4-yl)benzoic acid